5-(4-trifluoromethyl-benzylidene)-1,3-dimethylbarbituric acid FC(C1=CC=C(C=C2C(N(C(N(C2=O)C)=O)C)=O)C=C1)(F)F